4-(isothiazol-5-yl)-1-(3-(pyridin-4-yl)bicyclo[1.1.1]pentan-1-yl)piperidin-2-one S1N=CC=C1C1CC(N(CC1)C12CC(C1)(C2)C2=CC=NC=C2)=O